BrC=1C=C2C=C(N(C2=CC1)C)C(=O)NC1=C(C(=O)O)C=C(C=C1)Cl ((5-bromo-1-methyl-1H-indol-2-yl)carbonyl)amino-5-chlorobenzoic acid